(±)-N-(3-(7-Ethyl-3-methyl-1H-indazol-5-yl)-1-oxo-1-(4-(piperidin-1-yl)piperidin-1-yl)propan-2-yl)-4-(8-fluoro-1,2-dihydro-2-oxoquinazolin-3(4H)-yl)piperidine-1-carboxamide C(C)C=1C=C(C=C2C(=NNC12)C)C[C@H](C(N1CCC(CC1)N1CCCCC1)=O)NC(=O)N1CCC(CC1)N1C(NC2=C(C=CC=C2C1)F)=O |r|